COC(C=C(CC1=C(C=C(C(=C1)F)F)F)N)=O 3-amino-4-(2,4,5-trifluorophenyl)-2-butenoic acid methyl ester